NC=1C=C2N(C3C1C(NC3=O)C3=C(C=CC(=C3)F)Cl)C=CN2 4-Amino-3-(2-chloro-5-fluorophenyl)-2,3,6,9a-tetrahydro-1H-imidazo[1,2-a]pyrrolo[3,4-e]pyridin-1-one